Icosyl 3-(4-hydroxy-3-methoxyphenyl)propanoate OC1=C(C=C(C=C1)CCC(=O)OCCCCCCCCCCCCCCCCCCCC)OC